(3-cyanooxetan-3-yl)methyl 4-methylbenzenesulfonate CC1=CC=C(C=C1)S(=O)(=O)OCC1(COC1)C#N